O1COC=C1CN dioxol-5-ylmethanamine